benzyl 7-amino-5-azaspiro[2.4]heptane-5-carboxylate NC1CN(CC12CC2)C(=O)OCC2=CC=CC=C2